4-(3-(2-((1-acetylpiperidin-4-yl)amino)-5-fluoropyrimidin-4-yl)phenyl)pyridin-2(1H)-one C(C)(=O)N1CCC(CC1)NC1=NC=C(C(=N1)C=1C=C(C=CC1)C1=CC(NC=C1)=O)F